NC1=C(C=C2C3(CN(CC2=C1)C(=O)OC(C)(C)C)CC3)OC tert-butyl 7'-amino-6'-methoxy-1'H-spiro[cyclopropane-1,4'-isoquinoline]-2'(3'H)-carboxylate